COC=1C=C(C=CC1)CC(=O)N 2-(3-methoxyphenyl)acetamide